ethyl 1-(1-((tert-butoxycarbonyl)amino)propan-2-yl)-4-iodo-1H-pyrazole-5-carboxylate C(C)(C)(C)OC(=O)NCC(C)N1N=CC(=C1C(=O)OCC)I